OC1=C2[C@H]3[C@H](C(OC2=CC(=C1)C1(CCCCC1)C#N)(C)C)CC=C(C3)C 1-[(6Ar,10aR)-1-hydroxy-6,6,9-trimethyl-6a,7,10,10a-tetrahydrobenzo[c]chromen-3-yl]cyclohexane-1-carbonitrile